ClC1=CC=C(C(=N1)C)S(=O)(=O)NC=1C=CC=C2C=CC=NC12 6-chloro-2-methyl-N-(quinolin-8-yl)pyridine-3-sulfonamide